ClC1=CC=CC(=N1)N1CCN(CC1)C(=O)[O-] 4-(6-Chloropyridin-2-yl)piperazine-1-carboxylate